ClC1=NC=C(C(=C1)C1=C(C=NC(=C1)C)C(=O)NC=1SC2=C(N1)CN(C2)C(=O)C2CC1(C2)CC(C1)C#N)OC 2'-Chloro-N-(5-(6-cyanospiro[3.3]heptane-2-carbonyl)-5,6-dihydro-4H-pyrrolo[3,4-d]thiazol-2-yl)-5'-methoxy-6-methyl-[4,4'-bipyridine]-3-carboxamide